(R,S)-4-(Pyridin-4-yl((2,2,8-trimethyl-4-oxochroman-7-yl)oxy)methyl)benzonitrile N1=CC=C(C=C1)[C@@H](C1=CC=C(C#N)C=C1)OC1=CC=C2C(CC(OC2=C1C)(C)C)=O